2-(3,7-dimethoxynaphthyl)-1,2,4-triazine COC=1C=C(C2=CC(=CC=C2C1)OC)N1NC=CN=C1